N-methyl-3,6,9,12,15-pentaoxaoctadecane-18-amide CNC(CCOCCOCCOCCOCCOCC)=O